4-(Ethyl-(quinolin-5-yl)amino)piperidine-1-carboxylic acid tert-butyl ester C(C)(C)(C)OC(=O)N1CCC(CC1)N(C1=C2C=CC=NC2=CC=C1)CC